tert-butyl-5-hydroxybenzoxazole C(C)(C)(C)C=1OC2=C(N1)C=C(C=C2)O